C(C1=CC=CC=C1)OC=1C(=NC=NC1C=C)Cl 5-(benzyloxy)-4-chloro-6-vinylpyrimidine